C(OCC)(OCC)=O ethyl ethyl carbonate